2-cyclopropyl-N-(1-(difluoromethyl)-2-oxo-1,2-dihydropyridin-3-yl)-7-hydroxyimidazo[1,2-a]pyridine-6-carboxamide C1(CC1)C=1N=C2N(C=C(C(=C2)O)C(=O)NC=2C(N(C=CC2)C(F)F)=O)C1